5-(4,4,5,5-tetramethyl-1,3,2-dioxaborolan-2-yl)-1-benzothiophene CC1(OB(OC1(C)C)C=1C=CC2=C(C=CS2)C1)C